[N+](=O)([O-])[O-].[NH4+].[Ce] cerium ammonium nitrate salt